FC(C1=NNC=2CCCC(C12)O)(F)F 3-(trifluoromethyl)-4,5,6,7-tetrahydro-1H-indazol-4-ol